1-(pyridin-3-yl)pyrrolidin-3-yl 2-(3,5-dichlorophenyl)benzo-[d]oxazole-6-carboxylate ClC=1C=C(C=C(C1)Cl)C=1OC2=C(N1)C=CC(=C2)C(=O)OC2CN(CC2)C=2C=NC=CC2